COC1=CC(=NC=C1OC)C=1N=C(SC1)NC1=NC=CC=C1C 4-(4,5-dimethoxypyridin-2-yl)-N-(3-methylpyridin-2-yl)thiazol-2-amine